2-(chloromethyl)-9,10-dihydrophenanthrene ClCC1=CC=2CCC3=CC=CC=C3C2C=C1